C(=O)O.C1(CC1)NC(=O)N1CCC1 N-cyclopropylazetidine-1-carboxamide, formate salt